N1(N=CC=C1)CCC(=O)N1CC(=CCC1)C=1C=C(C2=C(C=C(O2)C(=O)N(C)C)C1F)B1OC(C(O1)(C)C)(C)C 5-(1-(3-(1H-pyrazol-1-yl)propanoyl)-1,2,5,6-tetrahydropyridin-3-yl)-4-fluoro-N,N-dimethyl-7-(4,4,5,5-tetramethyl-1,3,2-dioxaborolan-2-yl)benzofuran-2-carboxamide